O(C1=CC=CC=C1)CC1=CNC(O1)=O 5-(phenoxymethyl)oxazol-2(3H)-one